5-bromo-2-chloro-3-(2-(difluoromethyl)-2H-tetrazol-5-yl)pyridine BrC=1C=C(C(=NC1)Cl)C=1N=NN(N1)C(F)F